(4-((5-chloro-4-(1-isopropyl-1H-pyrazol-4-yl)pyrimidin-2-yl)amino)-3-methoxyphenyl)(pyridin-4-yl)methanone ClC=1C(=NC(=NC1)NC1=C(C=C(C=C1)C(=O)C1=CC=NC=C1)OC)C=1C=NN(C1)C(C)C